2-(5-fluoropyridin-2-yl)hexahydropyrrolo[1,2-a]pyrazin-6(2H)-one FC=1C=CC(=NC1)N1CC2N(CC1)C(CC2)=O